C(#N)C1=CC2=C(N(C(N=C2N2[C@H](CN(CC2)C(=O)OC(C)(C)C)C)=O)C=2C(=NC=CC2C)C(C)C)N=C1C1=C(C(=CC=C1)F)OC (S)-tert-butyl 4-(6-cyano-7-(3-fluoro-2-methoxyphenyl)-1-(2-isopropyl-4-methylpyridin-3-yl)-2-oxo-1,2-dihydropyrido[2,3-d]pyrimidin-4-yl)-3-methylpiperazine-1-carboxylate